N-[4-[(6,7-dimethoxy-1,5-naphthyridin-4-yl)oxy]-3-fluorophenyl]-1,2,6-trimethyl-4-oxo-5-prop-1-en-2-ylpyridine-3-carboxamide COC=1N=C2C(=CC=NC2=CC1OC)OC1=C(C=C(C=C1)NC(=O)C1=C(N(C(=C(C1=O)C(=C)C)C)C)C)F